COCCN1C(CN2C(CC1)=CC(=N2)NC2=NC=C1CCN(CC1=C2)C(=O)OC(C)(C)C)=O tert-butyl 7-{[6-(2-methoxyethyl)-7-oxo-4H,5H,6H,7H,8H-pyrazolo[1,5-d][1,4]diazepin-2-yl]amino}-1,2,3,4-tetrahydro-2,6-naphthyridine-2-carboxylate